(R)-3-chloro-N1-{2-methyl-4-[1,2,2,2-tetrafluoro-1-(trifluoromethyl)-ethyl]phenyl}-N2-(1-methyl-2-methylsulfonylethyl)phthalamide ClC1=C(C(C(=O)NC2=C(C=C(C=C2)C(C(F)(F)F)(C(F)(F)F)F)C)=CC=C1)C(=O)N[C@@H](CS(=O)(=O)C)C